1-{5-[(3RS)-2,6-DIOXOPIPERIDIN-3-YL]PYRIDIN-2-YL}PIPERIDIN O=C1NC(CC[C@@H]1C=1C=CC(=NC1)N1CCCCC1)=O |r|